(2-(methylamino)phenyl)boronic acid CNC1=C(C=CC=C1)B(O)O